ClC1=C(C=CC(=C1)Cl)[C@@H](C)NC(=O)[C@]1(C=2C=CC=NC2[C@H](CC1)O)F (5S,8S)-N-((R)-1-(2,4-dichlorophenyl)ethyl)-5-fluoro-8-hydroxy-5,6,7,8-tetrahydroquinoline-5-carboxamide